1,3-dimethyl-9H-pyrido[3,4-b]indole CC1=NC(=CC2=C1NC1=CC=CC=C21)C